NC(C)C1=CC=C(C=C1)C=1C=NC(=NC1)NC1CC2=CC=CC=C2C1 5-(4-(1-aminoethyl)phenyl)-N-(2,3-dihydro-1H-inden-2-yl)pyrimidin-2-amine